9-(1-((2-(5,6-dihydro-[1,2,4]triazolo[4,3-a]pyrazin-7(8H)-yl)phenyl)amino)ethyl)-3-ethyl-4,7-dimethyl-3,4-dihydro-5H-pyrazolo[3,4-c]isoquinolin-5-one N=1N=CN2C1CN(CC2)C2=C(C=CC=C2)NC(C)C=2C=1C3=C(N(C(C1C=C(C2)C)=O)C)N(N=C3)CC